OC1=C(C=C(C=N1)C=CC(=O)N1CCN(CC1)C1=NC=C(C=N1)C(F)(F)F)C(F)(F)F 3-(6-hydroxy-5-(trifluoromethyl)pyridin-3-yl)-1-(4-(5-(trifluoromethyl)pyrimidine-2-yl)piperazin-1-yl)prop-2-en-1-one